1-(tert-butyl) 2-methyl (2S,4R)-4-(methylsulfonyl)pyrrolidine-1,2-dicarboxylate CS(=O)(=O)[C@@H]1C[C@H](N(C1)C(=O)OC(C)(C)C)C(=O)OC